C(=CCCCC)C(C(=O)OC=CCCCC)C(C)C hexenol hexenyl-isovalerate